COC1=C(C(=CC=C1)OC)P(NC(=O)N1N=C(C=C1C)C)C1=C(C=CC=C1OC)OC N-(Bis(2,6-dimethoxyphenyl)phosphanyl)-3,5-dimethyl-1H-pyrazole-1-carboxamide